5-Chloro-N-(2-methoxy-5-(4-(piperazin-1-yl)quinazolin-6-yl)pyridin-3-yl)thiophene-2-sulfonamide ClC1=CC=C(S1)S(=O)(=O)NC=1C(=NC=C(C1)C=1C=C2C(=NC=NC2=CC1)N1CCNCC1)OC